C(#N)[C@H](C[C@H]1C(NCC1)=O)NC(=O)[C@H]1N(CC2(C1)CCCC2)C(=O)C=2NC1=CC=CC(=C1C2)OC (3S)-N-[(1S)-1-cyano-2-[(3S)-2-oxopyrrolidin-3-yl]ethyl]-2-(4-methoxy-1H-indole-2-carbonyl)-2-azaspiro[4.4]nonane-3-carboxamide